N,N-bis(2-hydroxyethyl)dimethyl-ammonium chloride [Cl-].OCC[N+](CCO)(C)C